C(C1=CC=CC=C1)(=O)C1=C(C=CC=C1)CC(C)=[O+][O-] 2-benzoylphenyl-propanone oxide